4-(1-(2-Fluoro-4-(2-(pyrrolidin-1-yl)ethoxy)phenyl)-2-methyl-1H-imidazol-4-yl)-N-(1-(methylsulfonyl)piperidin-4-yl)-5-(trifluoromethyl)pyrimidin-2-amine FC1=C(C=CC(=C1)OCCN1CCCC1)N1C(=NC(=C1)C1=NC(=NC=C1C(F)(F)F)NC1CCN(CC1)S(=O)(=O)C)C